indenyldimethyl-titanium C1(C=CC2=CC=CC=C12)[Ti](C)C